C(CCCC)OC1=C(C=CC(=C1)C#N)C1=CC=CC=C1 n-pentyloxy-4-cyanobiphenyl